OCCC(C(=O)SCCNC(CCNC([C@@H](C(COP(OP(OC[C@@H]1[C@H]([C@H]([C@@H](O1)N1C=NC=2C(N)=NC=NC12)O)OP(=O)(O)O)(=O)O)(=O)O)(C)C)O)=O)=O)C 4-hydroxy-2-methylbutanoyl-CoA